[C@H]1([C@H](O)[C@@H](O)[C@H](O)[C@H](O1)CO)OC[C@H]([C@H]([C@@H](C(=O)O)O)O)O α-d-glucopyranosyl-(1→5)-d-arabinonic acid